2,4,6-trimethylbenzenesulfinyl chloride CC1=C(C(=CC(=C1)C)C)S(=O)Cl